tert-butyl 2-[4-fluoro-2-isopropyl-6-(2-methoxy-4-pyridyl)phenyl]acetate FC1=CC(=C(C(=C1)C1=CC(=NC=C1)OC)CC(=O)OC(C)(C)C)C(C)C